C(C)(C)(C)OC(=O)N[C@@H](C(=O)O)CC1=NC=CC=C1 (R)-2-((tert-butoxycarbonyl)amino)-3-(pyridin-2-yl)propionic acid